Ethyl (E)-4-{[4-(8-chloro-1-methyl-4,5-dihydropyrazolo[3,4-b][1]benzazepin-10(1H)-yl)butyl]amino}but-2-enoate ClC1=CC2=C(CCC3=C(N2CCCCNC/C=C/C(=O)OCC)N(N=C3)C)C=C1